COC1=CC=C(C=C1)NC1(C(C=CC=C1)C)C1=CC=C(C=C1)C(F)(F)F N-(4-methoxyphenyl)-1-(4-(trifluoromethyl)phenyl)toluidine